4-((adamantan-1-yl)amino)-N-(3-((2,6-dioxopiperidin-3-yl)amino)phenyl)butanamide methyl-2-(2,4,5-trifluoro-3-methoxyphenyl)oxazole-4-carboxylate COC(=O)C=1N=C(OC1)C1=C(C(=C(C(=C1)F)F)OC)F.C12(CC3CC(CC(C1)C3)C2)NCCCC(=O)NC2=CC(=CC=C2)NC2C(NC(CC2)=O)=O